(S)-2-(4,4-difluoro-1-methylpyrrolidin-2-yl)propan-2-ol FC1(C[C@H](N(C1)C)C(C)(C)O)F